N-(5-(5-(3-(2-cyanoethoxy)azetidin-1-yl)benzo[d]oxazol-2-yl)-8-(methylamino)-2,7-naphthyridin-3-yl)cyclopropanecarboxamide C(#N)CCOC1CN(C1)C=1C=CC2=C(N=C(O2)C2=C3C=C(N=CC3=C(N=C2)NC)NC(=O)C2CC2)C1